[N+](=O)([O-])C1=C(C(=O)O)C(=CC(=C1O)Cl)Cl 2-nitro-3-hydroxy-4,6-dichlorobenzoic acid